COC=1C=C2C(=NC(=NC2=CC1OC)C)NC(C)C=1SC=C(C1)C1=C(C=CC=C1)CNC 6,7-dimethoxy-2-methyl-N-[1-(4-{2-[(methylamino)methyl]phenyl}thiophen-2-yl)ethyl]quinazolin-4-amine